(3S,4R,5R)-1-(((R)-1-(2-(trifluoromethyl)pyridin-4-yl)piperidin-3-yl)methyl)piperidine-3,4,5-triol FC(C1=NC=CC(=C1)N1C[C@H](CCC1)CN1C[C@@H](C([C@@H](C1)O)O)O)(F)F